4,4-Difluoro-1-[5-methyl-3-(4,4,5,5-tetramethyl-1,3,2-dioxaborolan-2-yl)-6-(trifluoromethyl)-2-pyridyl]azepane FC1(CCN(CCC1)C1=NC(=C(C=C1B1OC(C(O1)(C)C)(C)C)C)C(F)(F)F)F